C(C)(=O)C1=C(C(NC=N1)=O)F 6-Acetyl-5-fluoropyrimidin-4(3H)-one